C(C)(=O)NNC(=O)C12CC(CC(N1C(=O)NC1=CC(=C(C=C1)Cl)C=1OC=C(N1)C)C2)C cis-1-(2-acetylhydrazine-1-carbonyl)-N-(4-chloro-3-(4-methyloxazol-2-yl)phenyl)-3-methyl-6-azabicyclo[3.1.1]heptane-6-carboxamide